C(C1=CC=CC=C1)OC(=O)N[C@@H](CCCC(=O)OC(C)(C)C)C(=O)N[C@H](C(=O)NCC1=C(C=CC(=C1)OCCCCNC(=O)OC(C)(C)C)C)CCC1=CC=CC=C1 (S)-tert-butyl 5-(((benzyloxy)carbonyl) amino)-6-(((S)-1-((5-(4-((tert-butoxycarbonyl)amino) butoxy)-2-methylbenzyl)amino)-1-oxo-4-phenylbutan-2-yl)amino)-6-oxohexanoate